FC=1C=C(C=C(C1F)C=1N=NC(=CC1)NC1C[C@@H]2[C@@H](CN(C2)CC2CCOCC2)C1)NC(=O)C1(CCC1)O rel-N-[3,4-difluoro-5-[6-[[(3aR,6aS)-octahydro-2-[(tetrahydro-2H-pyran-4-yl)methyl]cyclopenta[c]pyrrol-5-yl]amino]-3-pyridazinyl]phenyl]-1-hydroxycyclobutanecarboxamide